ClC1=C(C=CC=C1)[C@@H]1[C@](O1)(C1=C(C=C(C=C1)F)F)CN1N=CN=C1S |o1:7,8| 2-[rel-(2S,3R)-3-(2-chlorophenyl)-2-(2,4-difluorophenyl)oxiranylmethyl]-2H-[1,2,4]Triazole-3-thiol